[Si](C)(C)(C(C)(C)C)OC1=CC2=C(N=C(S2)C(=O)O)C=C1 6-(t-butyldimethylsilyloxy)benzothiazole-2-carboxylic acid